methyl (S)-2-(2-(1,1-difluoropropyl)-5-fluoro-4-vinylphenoxy)propanoate FC(CC)(F)C1=C(O[C@H](C(=O)OC)C)C=C(C(=C1)C=C)F